4-(3-(2-Chlorophenyl)morpholino)-N-((R,E)-4-(methylsulfonyl)but-3-en-2-yl)benzamide ClC1=C(C=CC=C1)C1COCCN1C1=CC=C(C(=O)N[C@H](C)\C=C\S(=O)(=O)C)C=C1